2-(((cis)-4-(tert-butoxycarbonyl)-6,6-difluorohexahydro-1H-pyrrolo[3,2-c]isoxazol-1-yl)methyl)butanoic acid C(C)(C)(C)OC(=O)N1CC([C@@H]2N(OC[C@@H]21)CC(C(=O)O)CC)(F)F